COC(=O)C=1N=CC2=C(C=CC=C2C1C(C)C)N 8-Amino-4-isopropylisoquinoline-3-carboxylic acid methyl ester